ClC=1C(=C(C(=C(C1)OC1CC1)C#N)C1=C(C=NN1C(F)F)C1=CC=C2C(NN=C(C2=C1)CNC(OC(C)(C)C)=O)=O)F tert-butyl ((7-(5-(3-chloro-6-cyano-5-cyclopropoxy-2-fluorophenyl)-1-(difluoromethyl)-1H-pyrazol-4-yl)-4-oxo-3,4-dihydrophthalazin-1-yl)methyl)carbamate